BrC1=NC=C(C2=CC=CC=C12)C[C@@H](C(=O)OC)NC(C1=CC=CC=C1)(C1=CC=CC=C1)C1=CC=CC=C1 methyl (S)-3-(1-bromoisoquinolin-4-yl)-2-(tritylamino)propanoate